tert-butyl 1-[[benzyloxycarbonyl(methyl)amino]methyl]-3-azabicyclo[3.1.1]heptane-3-carboxylate C(C1=CC=CC=C1)OC(=O)N(C)CC12CN(CC(C1)C2)C(=O)OC(C)(C)C